biguanidine chloride [Cl-].NC(=N)NNC(=N)N